(3-hydroxy-4-methoxypyridinoyl)-L-alanine (2S,3R)-3-(2,4-dimethylphenyl)-4-methylpentan-2-yl ester CC1=C(C=CC(=C1)C)[C@H]([C@H](C)OC([C@@H](NC(=O)C1=NC=CC(=C1O)OC)C)=O)C(C)C